tert-butyl ((trans-4-((3-(1-isopropyl-1H-pyrazol-4-yl)phenyl)((trans-4-(4-methoxy-3-methylphenyl)cyclohexyl)methyl)carbamoyl)cyclohexyl)methyl)carbamate C(C)(C)N1N=CC(=C1)C=1C=C(C=CC1)N(C(=O)[C@@H]1CC[C@H](CC1)CNC(OC(C)(C)C)=O)C[C@@H]1CC[C@H](CC1)C1=CC(=C(C=C1)OC)C